(R)-3-((3-(8-Amino-5-chloropyrido[3,4-d]pyrimidin-2-yl)phenyl)ethynyl)-3-hydroxy-1-methylpyrrolidin-2-on NC1=NC=C(C2=C1N=C(N=C2)C=2C=C(C=CC2)C#C[C@]2(C(N(CC2)C)=O)O)Cl